FC(S(=O)(=O)OC=1COC(C1C#N)COCC1=CC=CC=C1)(F)F 5-((benzyloxy) methyl)-4-cyano-2,5-dihydrofuran-3-yl trifluoromethanesulfonate